2-{1-[(3,3-difluorocyclobutyl)methyl]-1H-pyrazol-4-yl}-7-[(2-methyl-1H-1,3-benzodiazol-6-yl)oxy]-8-(oxetan-3-yl)quinoxaline FC1(CC(C1)CN1N=CC(=C1)C1=NC2=C(C(=CC=C2N=C1)OC=1C=CC2=C(NC(=N2)C)C1)C1COC1)F